3-(4-bromophenyl)-1,2,4-thiadiazol-5(4H)-one BrC1=CC=C(C=C1)C1=NSC(N1)=O